methyl (4S)-3-benzyloxycarbonyl-2,2-dimethyl-oxazolidine-4-carboxylate C(C1=CC=CC=C1)OC(=O)N1C(OC[C@H]1C(=O)OC)(C)C